N,N-dimethyl-4-fluorobenzamide CN(C(C1=CC=C(C=C1)F)=O)C